4-(piperidin-1-ylmethyl)-3-(trifluoromethyl)aniline N1(CCCCC1)CC1=C(C=C(N)C=C1)C(F)(F)F